1-((2-chlorophenyl)sulfonyl)-N-(4,6-dimethylbenzo[d]thiazol-2-yl)piperidine-4-carboxamide ClC1=C(C=CC=C1)S(=O)(=O)N1CCC(CC1)C(=O)NC=1SC2=C(N1)C(=CC(=C2)C)C